1-octyl-4-nitroindan-6-sulfonate C(CCCCCCC)C1CCC2=C(C=C(C=C12)S(=O)(=O)[O-])[N+](=O)[O-]